1-oleoyl-2-acetyl-glycerol C(CCCCCCC\C=C/CCCCCCCC)(=O)OCC(OC(C)=O)CO